2,3-dibromo-3-(nitrophenyl)propionic acid BrC(C(=O)O)C(C1=C(C=CC=C1)[N+](=O)[O-])Br